ClCCCN1CCN(CC1)C1=CC=C(C=C1)C(=O)C=1C2=C(SC1C1=CC=C(C=C1)OC)C=C(C=C2)OC (4-(4-(3-chloropropyl)piperazin-1-yl)phenyl)(2-(4-methoxyphenyl)-6-methoxybenzo[b]thiophen-3-yl)methanone